P(=O)(OCC(OCCOCCOCCOC)(CC)CC)([O-])[O-] diethyl(2-(2-(2-(2-methoxyethoxy)ethoxy)ethoxy)ethyl) phosphate